O[C@]12[C@@H]3CC[C@@H]4C[C@H](CC[C@@]4([C@H]3CC[C@@]2([C@H](CC1)C=1COC(C1)=O)C)C)NC(=O)NCCN1CCCC1 1-((3S,5R,8R,9S,10S,13R,14S,17R)-14-hydroxy-10,13-dimethyl-17-(5-oxo-2,5-dihydrofuran-3-yl)hexadecahydro-1H-cyclopenta[a]phenanthren-3-yl)-3-(2-(pyrrolidin-1-yl)ethyl)urea